N-((S)-2-Cyclopropyl-4-methyl-5-oxo-5,6,7,8-tetrahydro-4H-pyrazolo[1,5-a][1,3]diazepin-6-yl)-1-((2,2-difluorocyclopropyl)methyl)-1H-1,2,4-triazol-3-carboxamid C1(CC1)C1=NN2C(N(C([C@H](CC2)NC(=O)C2=NN(C=N2)CC2C(C2)(F)F)=O)C)=C1